(2S,4R)-4-ethoxypyrrolidine-2-carboxylate C(C)O[C@@H]1C[C@H](NC1)C(=O)[O-]